N1N=NN=C1[C@H]1CN(CC1)CC1=C(C=C(C=C1)C=1C(=C(C=CC1)C1=C(C(=CC=C1)C=1OC2=C(N1)C=C(C(=C2)OC(F)F)CN2[C@@H](CCC2)C(=O)O)C)C)F ((2-(4''-(((R)-3-(1H-tetrazol-5-yl)pyrrolidin-1-yl)methyl)-3''-fluoro-2,2'-dimethyl-[1,1':3',1''-terphenyl]-3-yl)-6-(difluoromethoxy)benzo[d]oxazol-5-yl)methyl)proline